C(C)(C)(C)OC(=O)N1C2(CCCC1CC2)OC=2C=C1C(=NC=NC1=CC2OC)Cl ((4-chloro-7-methoxyquinazolin-6-yl)oxy)-8-azabicyclo[3.2.1]octane-8-carboxylic acid tert-butyl ester